5-bromo-1,8-decadiene BrC(CCC=C)CCC=CC